methyl (S)-3-phenyl-2,3,4,5-tetrahydrobenzo[f][1,4]oxazepine-8-carboxylate C1(=CC=CC=C1)[C@H]1COC2=C(CN1)C=CC(=C2)C(=O)OC